C(CC\C=C\CC)O (E)-hept-4-en-1-ol